3-(3-acetyl-1,3-diazinan-1-yl)-N-(4-{[6-(5-chloro-2-fluorophenyl)pyridazin-4-yl]amino}pyridin-2-yl)propanamide C(C)(=O)N1CN(CCC1)CCC(=O)NC1=NC=CC(=C1)NC1=CN=NC(=C1)C1=C(C=CC(=C1)Cl)F